diethylene glycol bis(3,4-epoxycyclohexane-carboxylate) C1(CC2C(CC1)O2)C(=O)OCCOCCOC(=O)C2CC1C(CC2)O1